tert-butyl 11-(2-aminoethyl)-1-(9H-fluoren-9-yl)-3,10,15-trioxo-2,7,18,21-tetraoxa-4,11,14-triazatetracosan-24-oate NCCN(C(CCOCCNC(OCC1C2=CC=CC=C2C=2C=CC=CC12)=O)=O)CCNC(CCOCCOCCC(=O)OC(C)(C)C)=O